N-[(1r,4r)-2-ethyl-2-azabicyclo[2.2.1]heptane-5-yl]-2-(1-phenyl-1H-pyrazol-4-yl)-1,3-thiazole-4-carboxamide C(C)N1[C@H]2CC([C@@H](C1)C2)NC(=O)C=2N=C(SC2)C=2C=NN(C2)C2=CC=CC=C2